C[C@H]1CC[C@@H](N(C1)C=O)C=1C=CC2=C(N=C(S2)C2CCN(CC2)C)C1 [(2R,5S)-5-methyl-2-[2-(1-methyl-4-piperidyl)-1,3-benzothiazol-5-yl]-1-piperidyl]methanone